COC(C1=CC=C(C=C1)C(=O)NNC1=NC=C(C=C1)Br)=O.C(CCC)C(NC(C=C)=O)NC N-(butylmethylaminomethyl)acrylamide methyl-4-(2-(5-bromopyridin-2-yl)hydrazine-1-carbonyl)benzoate